tert.-butyl 4-oxopiperidine-1-carboxylate O=C1CCN(CC1)C(=O)OC(C)(C)C